6-chloro-9-methoxy-2,3-dihydro-4H-1-thia-3a,5,8-triazaphenalen-4-one ClC1=NC(N2CCSC=3C(=NC=C1C32)OC)=O